5-Bromo-N-(2-methylethyl)-2-[4-(trifluoromethoxy)phenyl]-1,2,4-triazol-3-amine BrC=1N=C(N(N1)C1=CC=C(C=C1)OC(F)(F)F)NCCC